2-[(3-iodophenyl)methyl-methyl-amino]ethanol IC=1C=C(C=CC1)CN(CCO)C